C(=CCCCCCCCCCCCCCC)CC(=O)O.C(C)(=O)OC=CCCCCCCCCCCCCCC 10Z-hexadecenyl acetate (10Z-hexadecenyl acetate)